(3R)-3-amino-5-[(4-chlorophenyl)methyl]-8-fluoro-7-[5-(3-methylazetidin-3-yl)-1,3,4-oxadiazol-2-yl]-1,1-dioxo-2,3-dihydro-1lambda6,5-benzothiazepin-4-one N[C@H]1CS(C2=C(N(C1=O)CC1=CC=C(C=C1)Cl)C=C(C(=C2)F)C=2OC(=NN2)C2(CNC2)C)(=O)=O